O1C[C@@H](CC1)N (3R)-tetrahydrofuran-3-amine